(+-)-N,6-dimethyl-2-(3-((2-(trifluoromethyl)phenoxy)methyl)pyrrolidin-1-yl)pyrimidine-4-carboxamide CNC(=O)C1=NC(=NC(=C1)C)N1C[C@@H](CC1)COC1=C(C=CC=C1)C(F)(F)F |r|